P(=O)(OC)(OC)[O-].[K+] Potassium dimethyl phosphate